N1-(2-(dimethylamino)ethyl)-5-methoxy-N4-(4-(1-methyl-1H-indol-3-yl)pyrimidin-2-yl)-N2-(pyrimidin-4-yl)benzene-1,2,4-triamine CN(CCNC=1C(=CC(=C(C1)OC)NC1=NC=CC(=N1)C1=CN(C2=CC=CC=C12)C)NC1=NC=NC=C1)C